(S)-3-(1-(cyclopropylmethyl)-6-oxo-1,6-dihydropyridin-3-yl)-3-(3-(3-(5,6,7,8-tetrahydro-1,8-naphthyridin-2-yl)propyl)-1H-pyrazol-1-yl)propionic acid C1(CC1)CN1C=C(C=CC1=O)[C@H](CC(=O)O)N1N=C(C=C1)CCCC1=NC=2NCCCC2C=C1